CC1=NSC(=N1)C1=CC=[N+](C=C1)CS(=O)(=O)[O-] [4-(3-methyl-1,2,4-thiadiazol-5-yl)pyridin-1-ium-1-yl]methanesulfonate